N-benzyl-N-(cyclopropylmethyl)hydroxylamine C(C1=CC=CC=C1)N(O)CC1CC1